N-(3,4-Dimethoxyphenylethyl)-5-(1-methyl-1H-pyrazol-4-yl)benzo[b]thiophene-3-carboxamide COC=1C=C(C=CC1OC)CCNC(=O)C=1C2=C(SC1)C=CC(=C2)C=2C=NN(C2)C